2-(2-oxo-3-(phenethylamino)-6-(phenylethynyl)pyrazin-1(2H)-yl)acetic acid O=C1N(C(=CN=C1NCCC1=CC=CC=C1)C#CC1=CC=CC=C1)CC(=O)O